(3-fluoro-2-formylpyridin-4-yl)carbamic acid tert-butyl ester C(C)(C)(C)OC(NC1=C(C(=NC=C1)C=O)F)=O